2-(3-Cyano-phenyl)-5-trifluoromethyl-2H-pyrazole-3-carboxylic acid {3-[(cyclopropylmethyl-amino)-(4-dimethylamino-naphthalen-1-yl)-methyl]phenyl}-amide C1(CC1)CNC(C=1C=C(C=CC1)NC(=O)C=1N(N=C(C1)C(F)(F)F)C1=CC(=CC=C1)C#N)C1=CC=C(C2=CC=CC=C12)N(C)C